COC1=CC=C(CN(C2=NC=NN3C2=NC=C3C=3C=NN(C3)C=3C(=CC(=C(C3)NC(=O)C3CC(CC3)(F)F)F)C)CC3=CC=C(C=C3)OC)C=C1 N-(5-(4-(4-(bis(4-methoxybenzyl)amino)imidazo[2,1-f][1,2,4]triazin-7-yl)-1H-pyrazol-1-yl)-2-fluoro-4-methylphenyl)-3,3-difluorocyclopentane-1-carboxamide